N-(7-bromo-4-chloro-1-(2,2,2-trifluoroethyl)-1H-indazol-3-yl)-N-(4-methoxybenzyl)methanesulfonamide BrC=1C=CC(=C2C(=NN(C12)CC(F)(F)F)N(S(=O)(=O)C)CC1=CC=C(C=C1)OC)Cl